FC1=C(C=CC(=C1)F)NC(C1=C(C(=CC=C1)F)C)=O N-(2,4-difluorophenyl)-3-fluoro-2-methylbenzamide